N-ethyl-menthane-3-carboxamide C(C)NC(=O)C1CC(CCC1C(C)C)C